[Pb].[Sn].[Cu] copper-tin-lead